ONC(=O)C1OC2=CC=C(C=C2CC1)NC(C1=CC=C(C=C1)S(F)(F)(F)(F)F)=O N-hydroxy-6-(4-(pentafluoro-λ6-sulfaneyl)benzamido)chromane-2-carboxamide